ClC=1C(=NC=C(C1)C(F)(F)F)N1CCNCC1 [3-(chloro)-5-(trifluoromethyl)pyrid-2-yl]piperazine